CC(CC(=O)N[C@@H](CCOC1CC(C1)CCC1=NC=2NCCCC2C=C1)C(=O)O)(C)C N-(3,3-dimethylbutanoyl)-O-((1R,3R)-3-(2-(5,6,7,8-tetrahydro-1,8-naphthyridin-2-yl)ethyl)cyclobutyl)-L-homoserine